CC1=NN(C2=NC=C(C=C21)C)C2=CC=C(C=C2)OC(F)(F)F 3,5-dimethyl-1-(4-trifluoromethoxyphenyl)-1H-pyrazolo[3,4-b]pyridine